1-ethyl-8-(tetrahydropyran-4-ylmethyl)-1,3,8-triazaspiro[4.5]decane-2,4-dione C(C)N1C(NC(C12CCN(CC2)CC2CCOCC2)=O)=O